C(C1=CC=CC=C1)OC(=O)N1CCC(CC1)OC=1C=C(C=CC1)N1[C@H]2COC[C@@H]1CN(C2)C(=O)OC(C)(C)C tert-butyl (1R,5S)-9-[3-[(1-benzyloxycarbonyl-4-piperidyl)oxy]phenyl]-3-oxa-7,9-diazabicyclo[3.3.1]nonane-7-carboxylate